Cl.Cl.NC1=NC=2C3=C(C(CC2C=N1)(C)C)C(=NN3)C(=O)NC3=CC(=CC=C3)CN3CCC(CC3)N 8-amino-N-{3-[(4-aminopiperidin-1-yl)methyl]phenyl}-4,4-dimethyl-4,5-dihydro-1H-pyrazolo[4,3-H]quinazoline-3-carboxamide dihydrochloride